4-(3-(2-ethyl-5-(methoxycarbonyl)phenylsulfonylamino)-4-(piperidin-1-yl)phenyl)-pyrazole-1-carboxylic acid tert-butyl ester C(C)(C)(C)OC(=O)N1N=CC(=C1)C1=CC(=C(C=C1)N1CCCCC1)NS(=O)(=O)C1=C(C=CC(=C1)C(=O)OC)CC